S=C1C(=NC=CN1)C(=O)O 3,4-dihydro-3-thioxo-2-pyrazinecarboxylic acid